NC1=C(C=C2CCC2=C1)C(=O)NC1=CC(=C(C=C1)F)C(F)(F)F 4-amino-N-(4-fluoro-3-(trifluoromethyl)phenyl)bicyclo[4.2.0]oct-1,3,5-triene-3-carboxamide